ClC=1C=C(C=CC1)C(COC(=O)N[C@H](C(=O)N[C@H](C(S(=O)(=O)[O-])O)C[C@H]1C(NCC1)=O)CC(C)C)(C)C.[Na+] sodium (2S)-2-((S)-2-(((2-(3-chlorophenyl)-2-methylpropoxy)carbonyl)amino)-4-methylpentanamido)-1-hydroxy-3-((S)-2-oxopyrrolidin-3-yl)propane-1-sulfonate